NCC[Si](OCCC)(OCCC)OCCC 2-Aminoethyl-tripropoxysilan